N=1N=CN(C1)C1=CC(=C2C=NNC2=C1)N1CC(C1)OCCCCNCC=1C=C(C=C(C1)F)CC#N 2-(3-(((4-((1-(6-(4H-1,2,4-triazol-4-yl)-1H-indazol-4-yl)azetidin-3-yl)oxy)butyl)amino)methyl)-5-fluorophenyl)acetonitrile